FC(C1=CC=C(C=C1)N1CC(CC1)O)(F)F 1-[4-(trifluoromethyl)phenyl]pyrrolidin-3-ol